N'-(4-(3-(benzyloxy)oxetan-3-yl)-2-fluoro-5-methylphenyl)-N-ethyl-N-methylformimidamide C(C1=CC=CC=C1)OC1(COC1)C1=CC(=C(C=C1C)N=CN(C)CC)F